tert-butyl ((1S,3R)-3-(6-(hydrazinecarbonyl)-2-isobutyl-1H-imidazo[4,5-c]pyridin-1-yl)cyclohexyl)carbamate N(N)C(=O)C1=CC2=C(C=N1)N=C(N2[C@H]2C[C@H](CCC2)NC(OC(C)(C)C)=O)CC(C)C